2-((tert-butoxycarbonyl) amino)-4,4-difluorocyclohexane-1-carboxylate C(C)(C)(C)OC(=O)NC1C(CCC(C1)(F)F)C(=O)[O-]